ethyl (2S,5S)-7-(dimethylcarbamoyl)-15-heptyl-2-isobutyl-3,16-dioxo-1,4-diazacyclohexadecane-5-carboxylate CN(C(=O)C1C[C@H](NC([C@@H](NC(C(CCCCCCC1)CCCCCCC)=O)CC(C)C)=O)C(=O)OCC)C